C(C)OC(=O)C1NCCC2=C1SC=C2.O2CCC(CC2)NC(=O)C2=NC=NC=C2 N-(tetrahydro-2H-pyran-4-yl)pyrimidine-4-carboxamide ethyl-4,5,6,7-tetrahydrothieno[2,3-c]pyridine-7-carboxylate